perfluoro-2,4,5-trimethyl-1,3-dioxolane FC1(OC(C(O1)(C(F)(F)F)F)(C(F)(F)F)F)C(F)(F)F